7-HYDROXYCOUMARIN-3-CARBOXAMIDE OC1=CC=C2C=C(C(OC2=C1)=O)C(=O)N